C1(CC1)C(N1C=C(C=2C1=NC=C(C2)C=2C(=NOC2C)C)C2=CC=C(C(=O)O)C=C2)C2=NC=CC=C2 4-(1-(cyclopropyl(pyridin-2-yl)methyl)-5-(3,5-dimethylisoxazol-4-yl)-1H-pyrrolo[2,3-b]pyridin-3-yl)benzoic acid